(S)-3-methyl-4-(2-(((S)-1-methylpyrrolidin-2-yl)methoxy)-6,7-dihydro-5H-pyrrolo[3,4-d]pyrimidin-4-yl)piperazine-1-carboxylic acid benzyl ester C(C1=CC=CC=C1)OC(=O)N1C[C@@H](N(CC1)C=1C2=C(N=C(N1)OC[C@H]1N(CCC1)C)CNC2)C